F[B-](F)(F)F.C1(CCCCC1)[PH+](C1=CC(=CC(=C1)CC)CC)C1CCCCC1 dicyclohexyl-(3,5-diethylphenyl)phosphonium tetrafluoroborate